1-methyl-1H-pyrazole-3,5-dicarboxylic acid bis-{[4-(4-carbamimidoyl-piperazin-1-yl)-phenyl]-amide} C(N)(=N)N1CCN(CC1)C1=CC=C(C=C1)NC(=O)C1=NN(C(=C1)C(=O)NC1=CC=C(C=C1)N1CCN(CC1)C(N)=N)C